4-((4-isopropylpiperazine-1-yl)methyl)-N-(3-chloro-4-(pyridin-2-ylmethoxy)phenyl)benzamide C(C)(C)N1CCN(CC1)CC1=CC=C(C(=O)NC2=CC(=C(C=C2)OCC2=NC=CC=C2)Cl)C=C1